FC1(CCC(CC1)C(C=1OC2=C(N1)C=C(C=C2)I)NC(OCC2=CC=CC=C2)=O)F benzyl ((4,4-difluorocyclohexyl)(5-iodobenzo[d]oxazol-2-yl)methyl)carbamate